BrC=1C=CC=2N(C3=CC=C(C=C3C2C1)Br)CC(O)CN1CCNCC1 3,6-Dibromo-α-(1-piperazinylmethyl)-9H-carbazole-9-ethanol